2-(2-benzylpyrrolidin-1-yl)-6-(3,6-dihydro-2H-pyran-4-yl)pyrimidin-4(3H)-one C(C1=CC=CC=C1)C1N(CCC1)C1=NC(=CC(N1)=O)C=1CCOCC1